C(C1=CC=CC=C1)N1C2=C(SCC1=O)C=CC(=C2)C(=O)O 4-benzyl-3-oxo-3,4-dihydro-2H-benzo[b][1,4]Thiazine-6-carboxylic acid